Sodium Trimethylolpropane Hydroxypropyl-Iminodiacetate OCCCOC(CNCC(=O)[O-])=O.C(O)C(CC)(CO)CO.[Na+]